4-fluoro-1-(2-methyl-3-oxo-6,8-dihydro-5H-[1,2,4]triazolo[4,3-a]pyrazin-7-yl)isoquinoline-6-carboxylic acid FC1=CN=C(C2=CC=C(C=C12)C(=O)O)N1CC=2N(CC1)C(N(N2)C)=O